2-[3-chloro-2,6-bis(propan-2-yl)phenyl]Acetic acid ClC=1C(=C(C(=CC1)C(C)C)CC(=O)O)C(C)C